C1(=C(C=CC=C1)C#CC1=NNC2=CC=C(C=C12)C(=O)N1CC2(C1)[C@@H](CNCC2)C)C2=CC=CC=C2 (S)-(3-([1,1'-biphenyl]-2-ylethynyl)-1H-indazol-5-yl)(5-methyl-2,7-diazaspiro[3.5]nonan-2-yl)methanone